9-Fluoro-8-(6-fluoro-1-methylsulfonyl-1H-indol-4-yl)-1,4,4,6-tetramethyl-5H-[1,2,4]triazolo[4,3-a]quinoxaline FC=1C(=CC(=C2NC(C=3N(C12)C(=NN3)C)(C)C)C)C3=C1C=CN(C1=CC(=C3)F)S(=O)(=O)C